4-(2,4,6-trimethoxyphenyl)-1,2,3,6-tetrahydropyridine COC1=C(C(=CC(=C1)OC)OC)C=1CCNCC1